ClC1=CC=C(C(=N1)C(=O)NS(=O)(=O)C)N[C@H](C)C=1C=C(C=C2C(N(C(=NC12)C1=CC2=CN(N=C2C=C1)C([2H])([2H])[2H])C)=O)C (R)-6-chloro-3-((1-(3,6-dimethyl-2-(2-(methyl-d3)-2H-indazol-5-yl)-4-oxo-3,4-dihydroquinazolin-8-yl)ethyl)amino)-N-(methylsulfonyl)picolinamide